allene-oxide C1C(=C)O1